(S)-4-((R)-3-Aminopyrrolidin-1-yl)-7-(2-methoxypropan-2-yl)-7,8-dihydro-6H-pyrimido[5,4-b][1,4]oxazin-2-amine N[C@H]1CN(CC1)C1=NC(=NC2=C1OC[C@H](N2)C(C)(C)OC)N